8-chloro-5-((2-(3-(6-fluoro-[1,2,4]triazolo[4,3-a]pyridin-7-yl)propyl)-2-azaspiro[3.3]heptan-6-yl)(methyl)amino)-2-methylisoquinolin-1(2H)-one ClC=1C=CC(=C2C=CN(C(C12)=O)C)N(C)C1CC2(CN(C2)CCCC2=CC=3N(C=C2F)C=NN3)C1